COC(C(=N)NO)=O.C(C)C(COP(=O)(OCC(CCCC)CC)O)CCCC.C(CCC)N1C=NC=C1 1-butylimidazole di(2-ethylhexyl)phosphate methyl-2-(hydroxyamino)-2-imino-acetate